NCC1=CC(=C(C(=C1)C)NC(=O)C1=CC2=C(OCCC3=C2SC=C3)C=C1C=1C(=NC(=CC1)C(NC1(CCCCCC1)C)=O)C(=O)O)C 3-(9-((4-(aminomethyl)-2,6-dimethylphenyl)carbamoyl)-4,5-dihydrobenzo[b]thieno[2,3-d]oxepin-8-yl)-6-((1-methylcycloheptyl)carbamoyl)picolinic acid